C(C=C\C=C/C=C\C=C\C=C/CCCCCCCCCCC)(=O)O (4Z,7Z,10Z,13Z,16Z,19Z)-docosapentaenoic acid